5-[3-(3-methylphenyl)-1,2,4-oxadiazol-5-yl]-1-propyl-1H-1,2,3-benzotriazole CC=1C=C(C=CC1)C1=NOC(=N1)C1=CC2=C(N(N=N2)CCC)C=C1